8-[5-(7-carboxyheptyl)-4-hexyl-6-octyl-cyclohex-2-en-1-yl]octanoic acid C(=O)(O)CCCCCCCC1C(C=CC(C1CCCCCCCC)CCCCCCCC(=O)O)CCCCCC